4-cyclopropyloxy-6-methylpyridine-3-carboxylic acid C1(CC1)OC1=C(C=NC(=C1)C)C(=O)O